3,7-dihydroxy-4'-methoxyflavone OC1=C(OC2=CC(=CC=C2C1=O)O)C1=CC=C(C=C1)OC